N,N'-dilaurylthiourea C(CCCCCCCCCCC)NC(=S)NCCCCCCCCCCCC